FC=1C=C(C=C(C1C=1C=C2C(=CN1)NN=C2C=2C=NN(C2)C)F)CCNC 2-(3,5-difluoro-4-(3-(1-methyl-1H-pyrazol-4-yl)-1H-pyrazolo[3,4-c]pyridin-5-yl)phenyl)-N-methylethylamine